tert-butyl 3-(2-((N-(tert-butoxycarbonyl)sulfamoyl)(methyl)amino)ethyl)azetidine-1-carboxylate C(C)(C)(C)OC(=O)NS(=O)(=O)N(CCC1CN(C1)C(=O)OC(C)(C)C)C